C(C)SC1=NC(=CC(=C1C(=O)NCCCCCC)C)N1CCOCC1 2-Ethylsulfanyl-N-hexyl-4-methyl-6-morpholin-4-yl-pyridine-3-carboxylic acid amide